(2'-((2-(1H-1,2,4-triazol-1-yl)ethyl)amino)-4'-(phenylamino)-[1,1'-biphenyl]-2-yl)methanol N1(N=CN=C1)CCNC1=C(C=CC(=C1)NC1=CC=CC=C1)C1=C(C=CC=C1)CO